5-(1-hydroxypropan-2-yl)-2-((2-(trimethylsilyl)ethoxy)methyl)phthalazin OCC(C)C1=C2C=NN(CC2=CC=C1)COCC[Si](C)(C)C